3-(4-fluorophenyl)-3-hydroxyisoindoline-1-one FC1=CC=C(C=C1)C1(NC(C2=CC=CC=C12)=O)O